ClC=1C(=C(C=CC1)NC=1C(=NN2C1C(NCC2)=O)C2=C1C(=NC=C2)C=C(S1)C)OC 3-[(3-chloro-2-methoxyphenyl)amino]-2-[2-methylthieno[3,2-b]pyridin-7-yl]-5H,6H,7H-pyrazolo[1,5-a]pyrazin-4-one